N1CCC(CC1)C1CCC(CC1)=O 4-(4-piperidinyl)cyclohexanone